N=1C=NN2C1C=C(C=C2)OC2=CC(=C(C=C2C)NC2=NC=NC1=CC(=C(C=C21)NC(\C=C\CN2CC1(COC1)C2)=O)OC)OC (E)-N-(4-((4-([1,2,4]triazolo[1,5-a]pyridin-7-yloxy)-2-methoxy-5-methylphenyl)amino)-7-methoxyquinazolin-6-yl)-4-(2-oxa-6-azaspiro[3.3]heptan-6-yl)but-2-enamide